N[C@H]1CN(C[C@@H](C1)F)C(=O)C1=CC2=C(N(C(=N2)C2=CC=3C=4N2CCN(C4C=CC3)CCCO)CC3=CC=C(C=C3)F)C(=C1)OC ((3R,5R)-3-amino-5-fluoropiperidin-1-yl)(1-(4-fluorobenzyl)-2-(1-(3-hydroxypropyl)-2,3-dihydro-1H-pyrrolo[1,2,3-de]quinoxalin-5-yl)-7-methoxy-1H-benzo[d]imidazol-5-yl)methanone